NC1(OB(OC1(C)C)C=1CCN(CC1)C(=O)OC(C)(C)C)C tert-butyl 4-(4-amino-4,5,5-trimethyl-1,3,2-dioxaborolan-2-yl)-1,2,3,6-tetrahydropyridine-1-carboxylate